ClC=1C(N(C(=CC1OCC1=NC=C(C=C1F)F)C([2H])([2H])[2H])C1=CC(=NC=C1C)C=1N=C(SC1)C(C)(C)O)=O 3-chloro-4-((3,5-difluoropyridin-2-yl)methoxy)-2'-(2-(2-hydroxypropan-2-yl)thiazol-4-yl)-5'-methyl-6-(methyl-d3)-2H-[1,4'-bipyridin]-2-one